(cyclopentadienyl)(trimethylsilylmethyl-cyclopentadienyl)hafnium dichloride [Cl-].[Cl-].C1(C=CC=C1)[Hf+2]C1(C=CC=C1)C[Si](C)(C)C